Cl.Cl.C1N(CC[C@@]12CNCCC2)C2=CC=C(C=N2)C=2C=1N(C=C(C2)OCC)N=CC1C#N (S)-4-(6-(2,7-diazaspiro[4.5]dec-2-yl)pyridin-3-yl)-6-ethoxypyrazolo[1,5-a]pyridine-3-carbonitrile dihydrochloride